9-heptadecanyl-8-(((1S,3S)-3-hydroxycyclohexyl)amino)octanoate CCCCCCCCC(CCCCCCCC)OC(CCCCCCCN[C@@H]1C[C@H](CCC1)O)=O